[Co].[Ni].[Ti].[V].[Fe] iron-vanadium-titanium-nickel-cobalt